BrC=1C=CC=2C3(C4=CC=CC=C4C2C1)C=1C(=NC=CC1)C1=NC=CC=C13 3'-bromospiro[cyclopenta[2,1-b:3,4-b']dipyridine-5,9'-fluorene]